N6-(2-aminoethyl)-N4-[(3-chloro-4-methylphenyl)methyl]-1-methyl-1H-pyrazolo[3,4-d]pyrimidine-4,6-diamine NCCNC1=NC(=C2C(=N1)N(N=C2)C)NCC2=CC(=C(C=C2)C)Cl